rac-(1S,3S,4S)-1-amino-3-(2-boronoethyl)-4-hydroxycyclopentane-1-carboxylic acid hydrochloride Cl.N[C@]1(C[C@@H]([C@H](C1)O)CCB(O)O)C(=O)O |r|